N1N=C(C2=CC=CC=C12)C(=O)N1CCN(CC1)C1=NC=CC=N1 (1H-indazol-3-yl)(4-(pyrimidin-2-yl)piperazin-1-yl)methanone